BrC1=CC2=C(N(C3=C(O2)C=C(C=C3)Br)CCN3CC=2N(CC3)C(=NN2)C(F)(F)F)N=C1 3,7-dibromo-10-(2-(3-(trifluoromethyl)-5,6-dihydro-[1,2,4]triazolo[4,3-a]pyrazin-7(8H)-yl)ethyl)-10H-benzo[b]pyrido[2,3-e][1,4]oxazine